(rac)-2-methoxycyclohexan-1-one-2,3,3,4,4,5,5,6,6-d9 CO[C@]1(C(C(C(C(C1([2H])[2H])([2H])[2H])([2H])[2H])([2H])[2H])=O)[2H] |r|